C(Cl)(Cl)Cl The molecule is a one-carbon compound that is methane in which three of the hydrogens are replaced by chlorines. It has a role as an inhalation anaesthetic, a non-polar solvent, a carcinogenic agent, a central nervous system drug and a refrigerant. It is a one-carbon compound and a member of chloromethanes.